OCC(C)=O 1-Hydroxypropanon